(pentadecyl)carbamate C(CCCCCCCCCCCCCC)NC([O-])=O